lithium germanium (oxy)sulfide O=S.[Ge].[Li]